FC(C1=CC=C(C=C1)N1N=C(C=C1C(C)C)OC1CCC2(CN(C2)C(=O)OC(C)(C)C)CC1)F tert-butyl 7-[1-[4-(difluoromethyl)phenyl]-5-isopropyl-pyrazol-3-yl]oxy-2-azaspiro[3.5]nonane-2-carboxylate